Cl.NCC1(CCC1)NC(=O)C1=CN(CCS1)C1=C2N=CNC2=NC=N1 N-(1-(aminomethyl)cyclobutyl)-4-(9H-purin-6-yl)-3,4-dihydro-2H-1,4-thiazine-6-carboxamide hydrochloride